2-((tert-butoxycarbonyl)amino)-3-hydroxy-4-methylpentanoic acid C(C)(C)(C)OC(=O)NC(C(=O)O)C(C(C)C)O